4-chloro-6-(cyclopropylmethyl)pyrimidin-2-amine ClC1=NC(=NC(=C1)CC1CC1)N